C#CC1=CC=C(C=C1)N(C2=CC=CC=C2)C3=CC=CC=C3 4-ethynyl-N,N-diphenylaniline